BrC1=CC2=C(C(=N1)NC1(C(C(C(=O)NC3(CC3)C(F)F)=CC=C1F)C)F)N(C=N2)C(C)C 3-((6-bromo-3-isopropyl-3H-imidazo[4,5-c]pyridin-4-yl)amino)-N-(1-(difluoromethyl)cyclopropyl)-3,4-difluoro-2-methylbenzamide